C(C)(C)(C)O[Si](C)(C)C tertiary butoxytrimethylsilane